(6-fluorohexahydropyrrolo[3,2-b]pyrrol-1(2H)-yl)-2,2-dimethylbutanoate FC1CNC2C1N(CC2)C(C(C(=O)[O-])(C)C)C